6-(3,5-dichlorophenylamino)-N-(2,2-dimethylpropyl)-3-methoxy-pyridine-2-carboxamide ClC=1C=C(C=C(C1)Cl)NC1=CC=C(C(=N1)C(=O)NCC(C)(C)C)OC